rac-N-[(2S,3R)-1-(bicyclo[1.1.1]pentane-1-carbonyl)-2-{[6-(3,5-difluorophenyl)pyridin-2-yl]methyl}-4,4-difluoropyrrolidin-3-yl]ethanesulfonamide C12(CC(C1)C2)C(=O)N2[C@H]([C@H](C(C2)(F)F)NS(=O)(=O)CC)CC2=NC(=CC=C2)C2=CC(=CC(=C2)F)F |r|